(3S)-1-[(2R)-2-[[4-(2-chloro-4-fluoro-phenyl)-7-quinolyl]oxy]propanoyl]-3-methyl-piperidine ClC1=C(C=CC(=C1)F)C1=CC=NC2=CC(=CC=C12)O[C@@H](C(=O)N1C[C@H](CCC1)C)C